5-(((5-fluoro-2,3-dihydrobenzofuran-4-yl)methyl)amino)-8-(1,2,3,4-tetrahydroisoquinolin-6-yl)imidazo[1,2-c]pyrimidine-2-carbonitrile hydrochloride salt Cl.FC=1C=CC2=C(CCO2)C1CNC1=NC=C(C=2N1C=C(N2)C#N)C=2C=C1CCNCC1=CC2